8-[3-(4-fluorophenyl)-1-methylpyrazol-4-yl]-N-methylimidazo[1,2-b]pyridazin-3-amine FC1=CC=C(C=C1)C1=NN(C=C1C=1C=2N(N=CC1)C(=CN2)NC)C